CC1=C(C=CC=C1)[C@@H]1CN(CCN1)C1CCC2(CCOCC2)CC1 (3R)-3-(2-methylphenyl)-1-{3-oxaspiro[5.5]undecan-9-yl}piperazine